N1(CC1)P1(OCC[C@H](O1)C1=CC(=CC=C1)Cl)=O (4S)-2-(aziridin-1-yl)-4-(3-chlorophenyl)-1,3,2-dioxaphosphorinane 2-oxide